5-chloro-3-(methoxymethyl)pyridin-2-amine ClC=1C=C(C(=NC1)N)COC